C(C1=CC=CC=C1)C1=C(C2=C(N(C(N(C2=O)C)=O)CC)N(C1=O)C)O 6-benzyl-1-ethyl-5-hydroxy-3,8-dimethylpyrido[2,3-d]Pyrimidine-2,4,7(1H,3H,8H)-trione